BrC1=CN(C=2N=C(N=C(C21)C#N)N2CCC(CC2)(C2=C(C=C(C=C2)F)F)NC([O-])=O)COCC[Si](C)(C)C 1-(5-bromo-4-cyano-7-((2-(trimethylsilyl)ethoxy)methyl)-7H-pyrrolo[2,3-d]pyrimidin-2-yl)-4-(2,4-difluorophenyl)piperidin-4-ylcarbamate